CC=1C=CC(=NC1)N1C[C@H]2C([C@H]2C1)C#N (1R,5S,6r)-3-(5-methylpyridin-2-yl)-3-azabicyclo[3.1.0]hexane-6-carbonitrile